3,7-dimethyloct-1-en-3-ol CC(C=C)(CCCC(C)C)O